1-(4-acetyl-2-isopropylpyridin-3-yl)-4-((S)-4-acryloyl-2-methylpiperazin-1-yl)-6-chloro-7-(2-fluoro-6-hydroxyphenyl)pyrido[2,3-d]pyrimidin-2(1H)-one C(C)(=O)C1=C(C(=NC=C1)C(C)C)N1C(N=C(C2=C1N=C(C(=C2)Cl)C2=C(C=CC=C2O)F)N2[C@H](CN(CC2)C(C=C)=O)C)=O